C(C(C)(C)C)(=O)OCCOC(NS(=O)(=O)C=1SC(=CC1C1=CC(=C(C=C1)CN1C(=NC=C1)C)F)CC(C)C)=O 2-((((3-(3-fluoro-4-((2-methyl-1H-imidazol-1-yl)methyl)phenyl)-5-isobutylthiophen-2-yl)sulfonyl)carbamoyl)oxy)ethyl pivalate